3-cyclopropyl-7-{[4-(5-fluoropyridin-2-yl)piperazin-1-yl]methyl}-1H-1,5-naphthyridin-2-one C1(CC1)C=1C(NC2=CC(=CN=C2C1)CN1CCN(CC1)C1=NC=C(C=C1)F)=O